N(=C=O)CCO[SiH3] isocyanatoethoxysilane